3-(bromomethyl)thiophene-2-carboxylic acid methyl ester COC(=O)C=1SC=CC1CBr